CN1N=CC=2C=3C=CN=C(CCCCC(C(NC12)=O)C)C3 5,9-dimethyl-4,5,7,15-tetraazatricyclo[12.3.1.02,6]Octadeca-1(18),2(6),3,14,16-pentaen-8-one